isopropyl (3-(neopentylthio)phenyl)carbamate C(C(C)(C)C)SC=1C=C(C=CC1)NC(OC(C)C)=O